Tert-butyl 4-(pyrazolo[1,5-a]pyrimidin-5-yl)-5,6-dihydropyridine-1(2H)-carboxylate N1=CC=C2N1C=CC(=N2)C2=CCN(CC2)C(=O)OC(C)(C)C